O.N1CCC(CC1)S(=O)(=O)N piperidine-4-sulfonamide hydrate